tert-butyl 6-(5-chloropyrimidin-2-yl)-2-azaspiro[3.3]hept-5-En-2-carboxylate ClC=1C=NC(=NC1)C1=CC2(CN(C2)C(=O)OC(C)(C)C)C1